S1C(=CC=C1)CC(=O)O[C@@H]1CC[C@@H](CC1)C1=CC(=CC=C1)NC(CC1=CC(=C(C=C1)O)OC)=O cis-4-{3-[2-(4-hydroxy-3-methoxyphenyl)acetamido]phenyl}cyclohexyl (thiophen-2-yl)acetate